N-[3-methyl-1-[5-methyl-2-[(2-methylpyrazol-3-yl)amino]pyrimidin-4-yl]indol-5-yl]ethenesulfonamide CC1=CN(C2=CC=C(C=C12)NS(=O)(=O)C=C)C1=NC(=NC=C1C)NC=1N(N=CC1)C